C1(CCCC1)S(=O)(=O)C(=[N+]=[N-])S(=O)(=O)C1=C(C=CC=C1)C(F)(F)F cyclopentylsulfonyl-(2-trifluoromethylphenyl-sulfonyl)diazomethane